FC1=CC=C(C(=O)[NH-])C=C1 p-fluorobenzoyl-amide